FC1=C(C(=CC(=C1)OC)F)C1=C(C(N(N1C)C1=NC(=CC(=C1)OC)C1CCN(CC1)C)=O)NC(C1=CC=C(C=C1)OC(F)F)=O N-(5-(2,6-Difluoro-4-methoxyphenyl)-2-(4-methoxy-6-(1-methylpiperidin-4-yl)pyridin-2-yl)-1-methyl-3-oxo-2,3-dihydro-1H-pyrazol-4-yl)-4-(difluoromethoxy)benzamide